CC1(C[C@@H]2OCC[C@@H](C(N2[C@@H]1C(=O)N[C@@H]1CCCC2=CC=CC=C12)=O)NC([C@H](C)NC)=O)C (4S,7S,9aS)-8,8-Dimethyl-4-((S)-2-(methylamino)propanamido)-5-oxo-N-((R)-1,2,3,4-tetrahydronaphthalen-1-yl)octahydropyrrolo[2,1-b][1,3]oxazepine-7-carboxamide